FC=1C=C(C=CC1)[C@H](CNC(C[C@H]1CC(NCC1)=O)(C)C)O (S)-4-(2-(((R)-2-(3-Fluorophenyl)-2-hydroxyethyl)amino)-2-methyl-propyl)piperidin-2-one